5-(4-((3-ethyl-4,4-dimethyl-2-oxo-1,2,3,4-tetrahydrothieno[3,2-d]pyrimidin-6-yl)methyl)piperazin-1-yl)-N,6-dimethylpicolinamide C(C)N1C(NC2=C(C1(C)C)SC(=C2)CN2CCN(CC2)C=2C=CC(=NC2C)C(=O)NC)=O